C(C)OS(=O)(=O)OCC.C(C(=C)C)(=O)OCCN(C)C N,N-Dimethylaminoethyl Methacrylate Diethyl-Sulfate